6-Methoxy-N-(1-methyl-2-oxo-1,2-dihydropyridin-3-yl)-2-((5s,8s)-1-methyl-2-oxo-3-oxa-1-azaspiro[4.5]decan-8-yl)-2H-indazole-5-carboxamide COC=1C(=CC2=CN(N=C2C1)C1CCC2(COC(N2C)=O)CC1)C(=O)NC=1C(N(C=CC1)C)=O